[Cl-].C(C=C)(=O)OCC[N+](CC1=CC=CC=C1)(C)C acryloyloxyethyl-Dimethyl-Benzyl-Ammonium Chloride